1,5-di-sec-butyl-3-isobutyl-4-hydroxy-pyrazole C(C)(CC)N1N=C(C(=C1C(C)CC)O)CC(C)C